CC=1N=CSC1C1=CC=C(C=C1)CCC(=O)O 3-(4-(4-methylthiazol-5-yl)phenyl)propanoic acid